C(=CCCCC)C=1C=C(C)C=CC1 3-hexenyltoluene